(E)-1-methyl-2-oxo-1,2-dihydroquinoline-3-carbonitrile CN1C(C(=CC2=CC=CC=C12)C#N)=O